Cerapalmitate [Ce](CCCCCCCCCCCCCCC)(=O)[O-]